(1aR,5aR)-2-Pyrazin-2-yl-1a,2,5,5a-tetrahydro-1H-2,3-diaza-cyclopropa[a]pentalene-4-carboxylic acid (1-methyl-cyclobutyl)-amide CC1(CCC1)NC(=O)C=1C=2C[C@@H]3[C@H](C2N(N1)C1=NC=CN=C1)C3